C1(=CC=CC2=CC=CC=C12)C=1NC=CC1 2-(1-naphthyl)pyrrole